C1(CCC(=O)OCCCCO1)=O monobutylene succinate